(1s,4s)-4-(8-(3-chloro-2-methylphenylamino)-2-(tetrahydro-2H-pyran-4-ylamino)-9H-purin-9-yl)cyclohexanecarboxamide ClC=1C(=C(C=CC1)NC=1N(C2=NC(=NC=C2N1)NC1CCOCC1)C1CCC(CC1)C(=O)N)C